C1C=2N(CCN1C(=O)C1C(OC3=C(C(N1)=O)C=CC=C3)(C)C)C=CC2 3,4-dihydro-1H-pyrrolo[1,2-a]pyrazine-2-carbonyl-2,2-dimethyl-3H-1,4-benzoxazepin-5-one